ClC1=CC(=C2C=C(NC2=C1)C(=O)N[C@@H](CC(C)(C)C)C(N[C@@H](C[C@H]1C(NC(C1)(C)C)=O)C#N)=O)OC 6-chloro-N-[(1S)-1-[[(1S)-1-cyano-2-[(3R)-5,5-dimethyl-2-oxo-pyrrolidin-3-yl]ethyl]carbamoyl]-3,3-dimethyl-butyl]-4-methoxy-1H-indole-2-carboxamide